(tert-butyl)-N-isoamyl-2-methoxy-1H-imidazole-1-carboxamide C(C)(C)(C)C=1N=C(N(C1)C(=O)NCCC(C)C)OC